3-((2S)-3-(8-(benzo[c][1,2,5]thiadiazol-5-ylsulfonyl)-1-oxa-8-azaspiro[4.5]decan-3-ylamino)-2-hydroxypropoxy)-N-(3-(dimethylamino)propyl)benzenesulfonamide N=1SN=C2C1C=CC(=C2)S(=O)(=O)N2CCC1(CC(CO1)NC[C@@H](COC=1C=C(C=CC1)S(=O)(=O)NCCCN(C)C)O)CC2